5-(3-chloroimidazo[1,2-b]pyridazin-6-yl)-N-((1-(trifluoromethyl)cyclopropyl)methyl)-7H-pyrrolo[2,3-d]pyrimidin-2-amine ClC1=CN=C2N1N=C(C=C2)C2=CNC=1N=C(N=CC12)NCC1(CC1)C(F)(F)F